N[C@H]1[C@@H](C1)C1=CC=C(C=C1)NC(C(C(C)C)NC(OCC1=CC=CC=C1)=O)=O trans-benzyl 1-(4-(2-aminocyclopropyl)phenylamino)-3-methyl-1-oxobutan-2-ylcarbamate